ClC=1C=C2C(C(=CN(C2=NC1N1CC2=NC=CC=C2C1)C1=NC=CN=C1)C(=O)OCC)=O ethyl 6-chloro-4-oxo-1-(pyrazin-2-yl)-7-{5H,6H,7H-pyrrolo[3,4-b]pyridin-6-yl}-1,4-dihydro1,8-naphthyridine-3-carboxylate